CC(C(C)C)NC=1C=C(C=C2C=C(NC12)C1=CC=CC=C1)COCCOC N-(1,2-dimethylpropyl)-5-(2-methoxyethoxymethyl)-2-phenyl-1H-indol-7-amine